N[C@@H](CCC(=O)N)C(=O)N1CCN(CC1)C(C1=C(C=C(C=C1)NC=1C=2N(C=CN1)C(=CN2)C2=CC=C(C=C2)OC(F)F)C)=O (4S)-4-amino-5-[4-[4-[[3-[4-(difluoromethoxy)phenyl]imidazo[1,2-a]pyrazin-8-yl]amino]-2-methylbenzoyl]piperazin-1-yl]-5-oxopentanamide